O1COC2=C1C=CC(=C2)C=2C=C1C(=NC2)N(N=C1NC(=O)[C@@H]1C(C1)(C)C)CC(C)C (S)-N-(5-(benzo[d][1,3]dioxol-5-yl)-1-isobutyl-1H-pyrazolo[3,4-b]pyridin-3-yl)-2,2-dimethylcyclopropane-1-carboxamide